1-(4-bromophenyl)-3-(tert-butyl)-1H-pyrazole-5-amine BrC1=CC=C(C=C1)N1N=C(C=C1N)C(C)(C)C